[Ca].[N+](=O)([O-])[O-].[NH4+] ammonium nitrate calcium salt